1-(2-cyclohexyl-ethynyl)benzene C1(CCCCC1)C#CC1=CC=CC=C1